C(C(C(O)O)(O)O)(O)O propane-1,1,2,2,3,3-hexol